3-tert-butyl-4-({2-chloro-3-[(1-methylcyclopropyl)carbamoyl]phenyl}amino)-N-[imidazolidin-2-ylidene]benzamide (+-)-2-(4-methyl-3-cyclohexen-1-yl)-2-propanyl-acetate CC1=CCC(CC1)C(C(=O)O)CCC.C(C)(C)(C)C=1C=C(C(=O)N=C2NCCN2)C=CC1NC1=C(C(=CC=C1)C(NC1(CC1)C)=O)Cl